N-[2-(1-benzylpiperidin-4-yl)ethyl]-4-(3-cyano-5-fluorophenyl)piperazine-1-carboxamide C(C1=CC=CC=C1)N1CCC(CC1)CCNC(=O)N1CCN(CC1)C1=CC(=CC(=C1)F)C#N